CN1N=C2C=C(C=CC2=C1C)N(C1=NC(=NC=C1)NC=1C=CC(=C(C1)S(=O)(=O)N)C)C 5-[[4-[(2,3-dimethylindazol-6-yl)-methyl-amino]pyrimidin-2-yl]amino]-2-methyl-benzenesulfonamide